OCCN1N=CC(=C1)NC1CCC2(CCN(C2)C(CSC2=C(C=CC=C2C)C)=O)CC1 1-{(5r,8r)-8-[1-(2-hydroxyethyl)-4-pyrazolylamino]-2-aza-2-spiro[4.5]decyl}-2-(2,6-xylylthio)-1-ethanone